methyl 4H-thieno[2,3-b]indole-2-carboxylate S1C(=CC=2C1=NC1=CC=CCC21)C(=O)OC